CN1CCN(CC1)C(=O)N[C@H](C(N[C@@H](CCC1=CC=CC=C1)CCS(=O)(=O)C1=CC=CC=C1)=O)CC1=CC=CC=C1 4-methyl-N-((S)-1-oxo-3-phenyl-1-(((S)-1-phenyl-5-(phenylsulfonyl)pentan-3-yl)amino)propan-2-yl)piperazine-1-carboxamide